C(C)(C)(C)OC(=O)N1[C@H](CC(CC1)C(=O)O)C (2S)-1-(tert-butoxycarbonyl)-2-methylpiperidine-4-carboxylic acid